NC1=NN2C(C=C(C=C2)C=2C(=C(C(=O)NC[C@H]([C@@H](O)C3=CC=C(C=C3)F)F)C(=CC2)Cl)F)=N1 3-(2-amino-[1,2,4]triazolo[1,5-a]pyridin-7-yl)-6-chloro-2-fluoro-N-((2r,3s)-2-fluoro-3-(4-fluorophenyl)-3-hydroxypropyl)benzamide